((1-(3-chlorophenyl)cyclopropyl)amino)-6-(3,5-dimethylisoxazol-4-yl)-N-((1-methylazetidin-3-yl)methyl)quinazolin ClC=1C=C(C=CC1)C1(CC1)NC1N(C2=CC=C(C=C2C=N1)C=1C(=NOC1C)C)CC1CN(C1)C